FC=1C=C(C=CC1)C(=N)N 3-fluorobenzeneamidine